1-(2-(3-fluoro-4-(trifluoromethyl)benzyl)pyridin-4-yl)-1,5,6,7-tetrahydro-4H-pyrazolo[4,3-c]pyridin FC=1C=C(CC2=NC=CC(=C2)N2N=CC=3CNCCC32)C=CC1C(F)(F)F